C1(=CC=CC=C1)C1=NOC(=N1)[C@H]1[C@@H](C1)C=1C=CC(=NC1)S(=O)(=O)N |r| Racemic-5-[trans-2-(3-phenyl-1,2,4-oxadiazol-5-yl)cyclopropyl]pyridine-2-sulfonamide